(2R)-2-(3-Aminoazetidin-1-yl)-N-[(3R,5S)-5-methyl-1-[8-(trifluoromethyl)quinoxalin-5-yl]Piperidin-3-yl]Propionamide NC1CN(C1)[C@@H](C(=O)N[C@H]1CN(C[C@H](C1)C)C1=C2N=CC=NC2=C(C=C1)C(F)(F)F)C